C1(CCC(CCCCC)O1)=O delta-nonanlactone